benzyl (S)-5-azaspiro[2.4]heptane-6-carboxylate hydrochloride Cl.C1CC12CN[C@@H](C2)C(=O)OCC2=CC=CC=C2